1-((2r,3aR,5s,6aS)-5-(imidazo[4,5-d]pyrrolo[2,3-b]pyridin-1(6H)-yl)octahydropentalen-2-yl)-3-(3-methoxy-1,2,4-thiadiazol-5-yl)urea N1(C=NC=2C1=C1C(=NC2)NC=C1)C1C[C@H]2CC(C[C@H]2C1)NC(=O)NC1=NC(=NS1)OC